1-propyl-1H-imidazole-2-carboxylic acid ethyl ester C(C)OC(=O)C=1N(C=CN1)CCC